The molecule is a malate salt that is the mono-(S)-malate salt of cabozantinib. A multi-tyrosine kinase inhibitor, used for the treatment of progressive, metastatic, medullary thyroid cancer. It has a role as a tyrosine kinase inhibitor, an antineoplastic agent and a prodrug. It contains a cabozantinib. COC1=CC2=C(C=CN=C2C=C1OC)OC3=CC=C(C=C3)NC(=O)C4(CC4)C(=O)NC5=CC=C(C=C5)F.C([C@@H](C(=O)O)O)C(=O)O